N1(N=NC2=C1C=CC=C2)OC=2C1=C(N=CN2)C(=NN1COCC[Si](C)(C)C)I 7-((1H-benzo[d][1,2,3]triazol-1-yl)oxy)-3-iodo-1-((2-(trimethylsilyl)ethoxy)methyl)-1H-pyrazolo[4,3-d]pyrimidine